O[C@@H](CN(C(C1=C(C=C(C=C1)C1=CN(C2=NC=C(N=C21)B2OC(C(O2)(C)C)(C)C)S(=O)(=O)CC2=CC=CC=C2)C)=O)C)C (R)-N-(2-hydroxypropyl)-N,2-dimethyl-4-(2-(4,4,5,5-tetramethyl-1,3,2-dioxaborolan-2-yl)-5-toluenesulfonyl-5H-pyrrolo[2,3-b]pyrazin-7-yl)benzamide